C(#N)C=1C=C(C=C(C1)F)[C@@H]1CC=NN1C(=O)N1CCN(CC1)C1=NC=C(C(=N1)C1=NC(=NN1C)C(=O)N)F (S)-5-(2-(4-(5-(3-cyano-5-fluorophenyl)-4,5-dihydro-1H-pyrazole-1-carbonyl)piperazin-1-yl)-5-fluoropyrimidin-4-yl)-1-methyl-1H-1,2,4-triazole-3-carboxamide